N1=C(C(=CC=C1)C(=O)N1CCC(CC1)(C#N)CC1=C(C=C(C=C1F)F)F)C1=CC=NC=C1 1-([2,4'-bipyridine]-3-carbonyl)-4-(2,4,6-trifluorobenzyl)piperidine-4-carbonitrile